C(C1=CC=CC=C1)C1=C(C=CC(=C1)CC1CCCCC1)C 2-Benzyl-4-(cyclohexylmethyl)-1-methylbenzol